C(#N)C=1C=C(C=NC1)[C@H]1N(OCC1)C(=O)C1CCN(CC1)C=1N=CC(=NC1)C#N 5-[4-[(3S)-3-(5-cyano-3-pyridinyl)isoxazolidine-2-carbonyl]-1-piperidinyl]pyrazine-2-carbonitrile